CC1=C(C2=C(N=N1)OC1=C2N=CN=C1NCC1=CC=C(C=C1)C(C(F)(F)F)(C)O)C 2-[4-[[(3,4-dimethylpyrimido[4',5':4,5]furo[2,3-c]pyridazin-8-yl)amino]methyl]phenyl]-1,1,1-trifluoro-propan-2-ol